BrC=1C2=C(C=NC1OC)C(=C(N2)C(C)C)C#N 7-bromo-6-methoxy-2-isopropyl-3-cyano-1H-pyrrolo[3,2-c]pyridine